COC1=NC=CC=C1C=1C=NN2C1N=C(C=C2)N2CC(N(CC2)C(=O)OC(C)C)(C)C 1-methylethyl 4-[3-(2-methoxy-3-pyridinyl) pyrazolo[1,5-a]pyrimidin-5-yl]-2,2-dimethyl-1-piperazinecarboxylate